(3R)-3-({1-cyclopentyl-5-[2-(trifluoromethyl)phenyl]-1H-pyrazol-3-yl}formamido)-3-[(4-fluorophenyl)carbamoyl]propanoic acid C1(CCCC1)N1N=C(C=C1C1=C(C=CC=C1)C(F)(F)F)C(=O)N[C@H](CC(=O)O)C(NC1=CC=C(C=C1)F)=O